C[C@H]1CN(C[C@H](O1)C)CC1=NOC(=N1)C1=C(C(=C(C(=C1)F)F)OCC1=CC=C(C=C1)OC)F (2S,6R)-2,6-Dimethyl-4-((5-(2,4,5-trifluoro-3-((4-methoxybenzyl)oxy)phenyl)-1,2,4-oxadiazol-3-yl)methyl)morpholine